[Sn].ClCCCCCl 1,4-dichlorobutane tin